CC1=NN(C(=C1)C(=O)OC)S(=O)(=O)C methyl 3-methyl-1-(methylsulfonyl)-1H-pyrazole-5-carboxylate